C([C@H](O)C1=CC=CC=C1)(=O)O.BrC=1C(=NC(=CC1)Br)[C@H](CC1=CC(=CC(=C1)F)F)N (S)-1-(3,6-dibromopyridin-2-yl)-2-(3,5-difluorophenyl)ethan-1-amine (R)-mandelic acid salt